O=C1NC=C(C(N1)=O)C=1C=C(C=2N(N1)C=CN2)[C@@H]2[C@H](C2)C2=CC(=C(C#N)C=C2)C 4-((1S,2S)-2-(6-(2,4-dioxo-1,2,3,4-tetrahydropyrimidin-5-yl)imidazo[1,2-b]pyridazin-8-yl)cyclopropyl)-2-methylbenzonitrile